CC1=C(C(=O)NC2(CC2)C2=C3C=CC=NC3=CC(=C2)C)C=C(C=C1)OCC1N(CC1)C 2-Methyl-5-((1-methylazetidin-2-yl)methoxy)-N-(1-(7-methylquinolin-5-yl)cyclopropyl)benzamide